CC=1C=C(C=CC1OC1=CC=2N(C=C1)N=CN2)NC=2C1=C(N=CN2)C=CC(=N1)N1C2CN(CC1C2)C(C#CC)=O 1-(6-{4-[(3-methyl-4-{[1,2,4]triazolo[1,5-a]pyridin-7-yloxy}phenyl)amino]pyrido[3,2-d]pyrimidin-6-yl}-3,6-diazabicyclo[3.1.1]heptan-3-yl)but-2-yn-1-one